ClC1=C(COC(=O)N[C@H](C(=O)O)CCN(CCCCC2=NC=3NCCCC3C=C2)CCOC)C=CC=C1 (S)-2-((((2-chlorobenzyl)oxy)carbonyl)amino)-4-((2-methoxyethyl)(4-(5,6,7,8-tetrahydro-1,8-naphthyridin-2-yl)butyl)amino)butanoic acid